13-bromo-20-fluoro-14,19-dimethoxy-10,16,16-trioxo-9-oxa-16λ6-thia-17-azatetracyclo[16.3.1.111,15.02,7]tricosa-1(21),2(7),3,5,11,13,15(23),18(22),19-nonaene-4-carbonitrile BrC=1C=C2C(OCC=3C=CC(=CC3C3=CC(=C(C(NS(C(C1OC)=C2)(=O)=O)=C3)OC)F)C#N)=O